1,1-dimethylethyl 5-cyano-2-azabicyclo[3.1.1]heptane-2-carboxylate C(#N)C12CCN(C(C1)C2)C(=O)OC(C)(C)C